carbonic acid ((3aS,4R,6S,6aS)-6-(4-aminopyrrolo[2,1-f][1,2,4]triazin-7-yl)-4-cyano-2,2-dimethyltetrahydrofurano[3,4-d][1,3]dioxol-4-yl) methylcyclopropyl ester CC1(CC1)OC(O[C@]1(O[C@H]([C@@H]2OC(O[C@@H]21)(C)C)C2=CC=C1C(=NC=NN12)N)C#N)=O